CN1C(N(C2=CC(=CC=C2C1C)C(NCC1=C(C=C(C=C1F)F)F)=O)CC=1C=C(OCC(=O)O)C=CC1F)=O 2-(3-((3,4-dimethyl-2-oxo-7-((2,4,6-trifluorobenzyl)carbamoyl)-3,4-dihydroquinazolin-1(2H)-yl)methyl)-4-fluorophenoxy)acetic acid